N-methoxy-N-methyl-2-[4-(4-methylpyrazolo[1,5-a]pyridin-2-yl)-1,4,6,7-tetrahydroimidazo[4,5-c]pyridin-5-yl]pyrimidine-5-carboxamide CON(C(=O)C=1C=NC(=NC1)N1C(C2=C(CC1)NC=N2)C2=NN1C(C(=CC=C1)C)=C2)C